D-N-(2,6-xylyl)alanine methyl ester COC([C@H](NC1=C(C=CC=C1C)C)C)=O